tert-butyl (R,E)-4-(5-(2-(6-(1H-imidazol-1-yl)pyridin-3-yl)vinyl)pyrimidin-2-yl)-3-((2-methoxyethoxy)methyl)piperazine-1-carboxylate N1(C=NC=C1)C1=CC=C(C=N1)/C=C/C=1C=NC(=NC1)N1[C@H](CN(CC1)C(=O)OC(C)(C)C)COCCOC